CC1=C(C=C(C=2N(C(=NC21)C2=CC=1C(=NC(=CC1)Br)N2)C)OC)C(=O)O.C(C=CC2=CC=CC=C2)(=O)SCCNC(CCNC([C@@H](C(COP(OP(OC[C@@H]2[C@H]([C@H]([C@@H](O2)N2C=NC=1C(N)=NC=NC21)O)OP(=O)(O)O)(=O)O)(=O)O)(C)C)O)=O)=O cinnamoyl-CoA methyl-2-(6-bromo-1H-pyrrolo[2,3-b]pyridin-2-yl)-7-methoxy-1-methyl-1H-benzo[d]imidazole-5-carboxylate